1,4,5,6-TETRAHYDRO-CYCLOPENTAPYRAZOLE-3-CARBALDEHYDE N1N=C(C2=C1CCC2)C=O